3-Bromo-5-(cyclopropylsulfonyl)pyridine BrC=1C=NC=C(C1)S(=O)(=O)C1CC1